NC(C(=O)O)(CCCCB(O)O)C1CC2N(C(C1)C2)CC2=CC=C(C=C2)Cl 2-amino-6-borono-2-(6-(4-chlorobenzyl)-6-azabicyclo[3.1.1]heptan-3-yl)hexanoic acid